FC1=CC(=CC2=C1N(C=N2)C)OC2=C(C(=C(C=C2)[N+](=O)[O-])F)C 7-fluoro-5-(3-fluoro-2-methyl-4-nitrophenoxy)-1-methyl-1H-benzo[d]imidazole